(S)-N-cyclopropylpiperidine-3-carboxamide C1(CC1)NC(=O)[C@@H]1CNCCC1